1-bromo-2-(bromomethyl)-5-chloro-3-fluoro-benzene BrC1=C(C(=CC(=C1)Cl)F)CBr